(2S,4R)-1-((S)-2-(4-cyclopropyl-1H-1,2,3-triazol-1-yl)-3,3-dimethylbutanoyl)-4-hydroxypyrrolidine-2-carboxylic acid C1(CC1)C=1N=NN(C1)[C@H](C(=O)N1[C@@H](C[C@H](C1)O)C(=O)O)C(C)(C)C